CC1=CC2=C(N=C(N=C2NCCCC2=CC=C(C=C2)C2=CC=C(C=C2)[N+](=O)[O-])SC)S1 6-methyl-2-(methylsulfanyl)-N-(3-(4'-nitro-[1,1'-biphenyl]-4-yl)propyl)thieno[2,3-d]pyrimidin-4-amine